C(C)N1C(CC[C@@]2(C3C(CC=C12)C1CC[C@@H]([C@]1(C[C@]3(C)O)C)[C@@H](C)O)C)=O (4aR,5S,6aS,7S)-1-ethyl-5-hydroxy-7-((R)-1-hydroxy-ethyl)-4a,5,6a-trimethyl-1,3,4,4a,4b,5,6,6a,7,8,9,9a,9b,10-tetradecahydro-2H-indeno[5,4-f]quinolin-2-one